BrC1=CN=C2C(=N1)N(C(=N2)C)[C@H](C)C2=C(C=C(C=C2)Cl)Cl 6-bromo-1-[(1R)-1-(2,4-dichlorophenyl)ethyl]-2-methylimidazo[4,5-b]pyrazine